CN1C=C(C(=C1)C1=C(C=CC=C1)OC(F)(F)F)C(=O)OC methyl 1-methyl-4-(2-(trifluoromethoxy) phenyl)-1H-pyrrole-3-carboxylate